N-(4-((3S,5R)-3-amino-5-methylpiperidin-1-yl)-6,7-dihydro-5H-cyclopenta[b]pyridin-3-yl)-2,2',6,6'-tetrafluoro-[1,1'-biphenyl]-3-carboxamide dihydrochloride Cl.Cl.N[C@@H]1CN(C[C@@H](C1)C)C1=C2C(=NC=C1NC(=O)C=1C(=C(C(=CC1)F)C1=C(C=CC=C1F)F)F)CCC2